C1(=CC(=CC=C1)C(CBr)=O)C1=CC=CC=C1 1-biphenyl-3-yl-2-bromoethanone